6-(1-(1-((1S,3S)-3-aminocyclopentane-1-carbonyl)azetidin-3-yl)-1H-pyrazol-4-yl)-4-methoxypyrazolo[1,5-a]pyridine-3-carbonitrile N[C@@H]1C[C@H](CC1)C(=O)N1CC(C1)N1N=CC(=C1)C=1C=C(C=2N(C1)N=CC2C#N)OC